(4-(4-((3-(3,6-difluoropyridin-2-yl)-1-((1r,4r)-4-ethoxycyclohexyl)-1H-pyrazol-4-yl)carbamoyl)thiazol-2-yl)-1H-pyrazol-1-yl)methyl 2-amino-2-methylpropanoate hydrogen chloride salt Cl.NC(C(=O)OCN1N=CC(=C1)C=1SC=C(N1)C(NC=1C(=NN(C1)C1CCC(CC1)OCC)C1=NC(=CC=C1F)F)=O)(C)C